(R)-1-(2-(2-methylpyrrolidin-1-yl)ethyl)-3-(4-(3-(piperidin-1-yl)cyclobutoxy)phenyl)urea C[C@H]1N(CCC1)CCNC(=O)NC1=CC=C(C=C1)OC1CC(C1)N1CCCCC1